(R)-2-methyl-N-(7-azaspiro[3.5]nonan-2-yl)propan-2-sulfinamide CC(C)(C)[S@@](=O)NC1CC2(C1)CCNCC2